C(C=C)(=O)N1C[C@H](N(CC1)C=1C(N(C(=CC1)F)C=1C(=NC=CC1C)C(C)C)=O)C ((R)-4-propenoyl-2-methylpiperazin-1-yl)-6-fluoro-1-(2-isopropyl-4-methylpyridin-3-yl)-2-oxo-1,2-dihydropyridin